(R)-2-(1H-pyrazol-4-yl)-7-((S)-tetrahydro-2H-pyran-2-yl)-4,5,7,8-tetrahydro-3H-1-thia-5a,8-diazabenzo[cd]azulen-9(6H)-one N1N=CC(=C1)C=1SC=2C(N[C@H](CN3C2C1CCC3)[C@H]3OCCCC3)=O